2-(6-methoxy-3H-indol-3-yl)-N,N-dimethylethan-1-amine COC1=CC=C2C(C=NC2=C1)CCN(C)C